(7S,11R)-7,11-Dimethylheptadecane C[C@@H](CCCCCC)CCC[C@@H](CCCCCC)C